N[C@H](CC1=C(C2=NC(=CC(=C2S1)NCC=1SC=CC1)Cl)Cl)CCF 2-[(2S)-2-amino-4-fluorobutyl]-3,5-dichloro-N-[(thiophen-2-yl)methyl]thieno[3,2-b]pyridin-7-amine